FC1=C(C=CC(=C1)F)C1=CC(=CN1S(=O)(=O)C1=CC(=CC=C1)C#CCOC)CNC 1-(5-(2,4-difluorophenyl)-1-((3-(3-methoxyprop-1-yn-1-yl)phenyl)sulfonyl)-1H-pyrrol-3-yl)-N-methylmethanamine